NC1=NC(=C(C=C1C=1C=C2CCNC(C2=CC1F)=O)C1=CC(=C(C=C1)C1CCOCC1)[C@H]1NCCC1)F (S)-6-(2-amino-6-fluoro-5-(3-(pyrrolidin-2-yl)-4-(tetrahydro-2H-pyran-4-yl)phenyl)pyridin-3-yl)-7-fluoro-3,4-dihydroisoquinolin-1(2H)-one